C1(CCC1)N1C(C(N(C=C1)CC1=NOC(=C1)C1=CC=C(C=C1)F)=O)=O 1-cyclobutyl-4-((5-(4-fluorophenyl)isoxazol-3-yl)methyl)-1,4-dihydropyrazine-2,3-dione